S1N=CC2=C1C(=CC=C2)C(=O)N 1,2-benzothiazole-7-carboxamide